C1(CC1)C1=NNC2=CN=C(C(=C21)C2=CC(=C(C=C2)S(=O)(=O)C)C)C(=O)N 3-cyclopropyl-4-(3-methyl-4-(methylsulfonyl)phenyl)-1H-pyrazolo[3,4-c]pyridine-5-carboxamide